FC=1C(=C(C(=NC1)OCCNCCCF)C)[C@H]1N([C@@H](CC2=C1NC1=CC=CC=C21)C)C[C@H](C(=O)O)C (R)-3-((1R,3R)-1-(5-fluoro-2-(2-((3-fluoropropyl)amino)ethoxy)-3-methylpyridin-4-yl)-3-methyl-1,3,4,9-tetrahydro-2H-pyrido[3,4-b]indol-2-yl)-2-methylpropanoic acid